(3R,4S)-3,4-bis[(4-methylbenzene-1-sulfonyl)oxy]pyrrolidine-1-carboxylic acid tert-butyl ester C(C)(C)(C)OC(=O)N1C[C@H]([C@H](C1)OS(=O)(=O)C1=CC=C(C=C1)C)OS(=O)(=O)C1=CC=C(C=C1)C